N1=CC=C(C2=CC=CC=C12)C=1C=NN2C1N=CC(=C2)C2=CC=C(C=C2)N2CCN(CC2)CC2=C(C=NC=C2)N2C(NC(CC2)=O)=O 1-(4-((4-(4-(3-(quinolin-4-yl)pyrazolo[1,5-a]pyrimidin-6-yl)phenyl)piperazin-1-yl)methyl)pyridin-3-yl)dihydropyrimidine-2,4(1H,3H)-dione